CS(=O)(=O)OCC=1C(=NC=C(C1)N1C(NC(CC1)=O)=O)F (5-(2,4-dioxotetrahydropyrimidin-1(2H)-yl)-2-fluoropyridin-3-yl)methyl methanesulfonate